CC1(C=CC2=C(CN(C2=C1)C(=O)OC(C)(C)C)I)C(=O)[O-] 1-(tert-butyl) 6-methyl-3-iodo-1H-indole-1,6-diformate